ClC=1C(=NC=CC1C(C)C)C(=O)NC=1C=NC(=C(C1)C=1C=NC2=CC(=NC=C2C1)NC)C 3-chloro-4-isopropyl-N-(6-methyl-5-(7-(methylamino)-1,6-naphthyridin-3-yl)pyridin-3-yl)pyridineamide